C(C)(C)(C)OC(=O)NCCCCC(=O)OCC1=CC=CC=C1 benzyl 5-(tert-butoxycarbonylamino)pentanoate